3-(4-((oxetan-3-yloxy)methyl)-1H-1,2,3-triazol-1-yl)propan O1CC(C1)OCC=1N=NN(C1)CCC